3-[5-[1-(16-bromohexadecanoyl)-4-piperidyl]-1-oxo-isoindolin-2-yl]piperidine-2,6-dione BrCCCCCCCCCCCCCCCC(=O)N1CCC(CC1)C=1C=C2CN(C(C2=CC1)=O)C1C(NC(CC1)=O)=O